C1(CCC1)OCN1CCCCC1 (cyclobutoxymethyl)piperidin